1-(4-(2-((1-cyclopropyl-1H-pyrazol-4-yl)amino)-5-methylpyrimidin-4-yl)benzoyl)azetidine-3-carbonitrile C1(CC1)N1N=CC(=C1)NC1=NC=C(C(=N1)C1=CC=C(C(=O)N2CC(C2)C#N)C=C1)C